B(O)(O)CCC[C@]12[C@H](CN[C@@H]1C(=O)O)OCC2 (3aR,4S,6aR)-3a-(3-boronopropyl)hexahydro-2H-furo[2,3-c]pyrrole-4-carboxylic acid